ClC1=CC2=C(C=N1)C=C(N2COCC[Si](C)(C)C)C2=NC(=NC=C2)N(CC(F)(F)F)C 4-[6-chloro-1-(2-trimethylsilylethoxymethyl)pyrrolo[3,2-c]pyridin-2-yl]-N-methyl-N-(2,2,2-trifluoroethyl)pyrimidin-2-amine